FC(C(=O)NCC1=CC=C(C=C1)OC)(F)F 2,2,2-trifluoro-N-(4-methoxybenzyl)acetamide